4-(3-Methoxyphenyl)-3-((3-methoxyphenyl)ethynyl)-2-(trifluoromethyl)quinoline COC=1C=C(C=CC1)C1=C(C(=NC2=CC=CC=C12)C(F)(F)F)C#CC1=CC(=CC=C1)OC